ClC1=C(OC2=C1C=C(C=C2C(=O)O[C@@H](C(F)(F)F)C)F)[C@H](C)NC(=O)C=2C=NN1C2N=CC=C1 (R)-1,1,1-Trifluoropropan-2-yl 3-chloro-5-fluoro-2-((S)-1-(pyrazolo[1,5-a]pyrimidine-3-carboxamido)ethyl)benzofuran-7-carboxylate